1-(4-((7-((adamantan-1-yl)(methyl)amino)heptyl)amino)phenyl)dihydropyrimidine-2,4(1H,3H)-dione C12(CC3CC(CC(C1)C3)C2)N(CCCCCCCNC2=CC=C(C=C2)N2C(NC(CC2)=O)=O)C